C1=CC=CC=2C3=CC=CC=C3N(C12)C1=C(C(C#N)=C(C(=C1N1C2=CC=CC=C2C=2C=CC=CC12)N1C2=CC=CC=C2C=2C=CC=CC12)N1C2=CC=CC=C2C=2C=CC=CC12)C#N 3,4,5,6-Tetra-(9-carbazolyl)-phthalonitril